7-(2,8-Dimethylimidazo[1,2-a]pyridin-6-yl)-5-fluoro-3-(piperidin-4-yl)cinnoline CC=1N=C2N(C=C(C=C2C)C2=CC(=C3C=C(N=NC3=C2)C2CCNCC2)F)C1